4-hydroxybenzo[d]thiazol OC1=CC=CC2=C1N=CS2